FC=1C=C(SC1)C1=NNC(=C1)NC1=CC=C(C=C1)OCCCN1CCOCC1 3-(4-Fluorothien-2-yl)-N-(4-(3-morpholinylpropoxy)phenyl)-1H-pyrazol-5-amine